1-(4-(tert-butyl)phenyl)indoline-2,3-dione C(C)(C)(C)C1=CC=C(C=C1)N1C(C(C2=CC=CC=C12)=O)=O